ClC=1C(=NC(=CC1)OC)C(=O)N1C2COCC1CN(C2)CC2=C(N=C1N2C=CC=N1)C1=CC=C(C=C1)Cl (3-Chloro-6-methoxypyridin-2-yl)(7-{[2-(4-chlorophenyl)imidazo[1,2-a]pyrimidin-3-yl]methyl}-3-oxa-7,9-diazabicyclo[3.3.1]non-9-yl)methanone